6-(1-methyl)propoxy-4-isopropoxyindole-2-carboxylic acid methyl ester COC(=O)C=1NC2=CC(=CC(=C2C1)OC(C)C)OC(CC)C